FC=1C=CC=C2CCC(NC12)=O 8-fluoro-3,4-dihydroquinolin-2(1H)-one